N,N-dimethylethyl-octadecyl-ammonium sulfate S(=O)(=O)([O-])[O-].C[N+](C)(CCCCCCCCCCCCCCCCCC)CC.C[N+](C)(CC)CCCCCCCCCCCCCCCCCC